C(C=C)(=O)N1C(CN(CC1)C1=C(C(N(C2=NC(=C(C=C12)F)Cl)C=1C(=NC=CC1C)C(C)C)=O)C#N)CC#N 4-(4-propenoyl-3-(cyanomethyl)piperazin-1-yl)-7-chloro-6-fluoro-1-(2-isopropyl-4-methylpyridin-3-yl)-2-oxo-1,2-dihydro-1,8-naphthyridine-3-carbonitrile